ClC=1C=NC(=NC1)OC1=C2C(=NC(=NC2=CC=C1)C(F)(F)F)CC\C=N/OC (Z)-3-[5-(5-chloropyrimidin-2-yl)oxy-2-(trifluoromethyl)quinazolin-4-yl]-N-methoxy-propan-1-imine